(Z)-N-((8-methoxy-2-(6-methoxypyridin-3-yl)-2,3-dihydrobenzo[b][1,4]dioxin-6-yl)methyl)-2-nitroacetohydrazonamide COC1=CC(=CC2=C1OC(CO2)C=2C=NC(=CC2)OC)CN\C(\C[N+](=O)[O-])=N/N